1-((4-amino-1H-pyrazol-1-yl)methyl)cyclopropanol NC=1C=NN(C1)CC1(CC1)O